6-fluoro-3-oxo-3H-phenol FC=1C=CC(CC1O)=O